C(C=C)(=O)N1[C@H](CN(C[C@H]1C)C1=NC(N2C3=C(C(=C(C=C13)C(F)(F)F)C1=C(C=C(C(=C1)Br)F)F)SCC1(C2)COC1)=O)C 8'-((3S,5R)-4-acryloyl-3,5-dimethylpiperazin-1-yl)-11'-(5-bromo-2,4-difluorophenyl)-10'-(trifluoromethyl)-2'H,4'H,6'H-spiro[oxetane-3,3'-[1,4]thiazepino[2,3,4-ij]quinazolin]-6'-one